OC1=CC=C(C=C1)O 1,4-dioxylbenzene